ClC1=CC(=C(O[C@H](C(=O)O)C)C=C1)C1=NOC=C1 (2S)-2-[4-chloro-2-(1,2-oxazol-3-yl)phenoxy]propionic acid